2-(dimethylamino)-1-(4-(3-isopropyl-2-(pyridin-4-yl)-1H-indol-5-yl)piperidin-1-yl)ethan-1-one CN(CC(=O)N1CCC(CC1)C=1C=C2C(=C(NC2=CC1)C1=CC=NC=C1)C(C)C)C